ClC=1N=CC2=C(C=CC(=C2C1)C1CN(C1)C(=O)OC(C)(C)C)N1[C@@H]([C@H](C1)CS(=O)(=O)C)C tert-butyl 3-{3-chloro-8-[(2R,3S)-3-(methanesulfonyl methyl)-2-methylazetidin-1-yl]isoquinolin-5-yl}azetidine-1-carboxylate